1-(2-(6-Chloro-3-((3,4-dichlorophenyl)amino)-3,4-dihydro-1H-carbazol-9(2H)-yl)ethyl)guanidine ClC=1C=C2C=3CC(CCC3N(C2=CC1)CCNC(=N)N)NC1=CC(=C(C=C1)Cl)Cl